(1S,2R)-2-methyl-N-(8-((methyl-d3)amino)-5-(5-morpholinobenzo[d]oxazol-2-yl)-2,7-naphthyridin-3-yl)cyclopropane-1-carboxamide C[C@H]1[C@H](C1)C(=O)NC=1N=CC2=C(N=CC(=C2C1)C=1OC2=C(N1)C=C(C=C2)N2CCOCC2)NC([2H])([2H])[2H]